(2R)-2-[2-(3-Cyclopropylisoxazol-4-yl)-1,3-thiazol-4-yl]-1,1-difluoro-6-azaspiro[2.5]octan-6-sulfonamid C1(CC1)C1=NOC=C1C=1SC=C(N1)[C@@H]1C(C12CCN(CC2)S(=O)(=O)N)(F)F